BrCOC=1C=CC=2N(C1)N=CC2 6-bromomethoxypyrazolo[1,5-a]pyridine